FC(C1=NN=C(S1)C1=NC=C2N1C=C(C=C2OC2CCOCC2)S(=O)(=O)Cl)F 3-(5-(difluoromethyl)-1,3,4-thiadiazol-2-yl)-8-((tetrahydro-2H-pyran-4-yl)oxy)imidazo[1,5-a]pyridine-6-sulfonyl chloride